1-(4-(4-AMINO-7-CYCLOPROPYL-7H-PYRROLO[2,3-D]PYRIMIDIN-5-YL)-2-FLUOROPHENYL)-3-(2-METHOXY-4-((4-METHYLPIPERAZIN-1-YL)METHYL)PHENYL)UREA NC=1C2=C(N=CN1)N(C=C2C2=CC(=C(C=C2)NC(=O)NC2=C(C=C(C=C2)CN2CCN(CC2)C)OC)F)C2CC2